2-((4-methoxybenzyl)oxy)-6-(methylthio)aniline COC1=CC=C(COC2=C(N)C(=CC=C2)SC)C=C1